5-ethylpyridine-2,3-dicarboxylic acid C(C)C=1C=C(C(=NC1)C(=O)O)C(=O)O